FC=1C=C(C#N)C=C(C1)OC1=CC=C2C(C(C3(CCC(C1=C32)(F)F)O)(F)F)(F)F 3-fluoro-5-((1,1,2,2,6,6-hexafluoro-8a-hydroxy-1,2,6,7,8,8a-hexahydroacenaphthylen-5-yl)oxy)benzonitrile